C(C1=CC=CC=C1)OC=1C=C2C=CC(=CC2=C(C1N1S(NC(C1)=O)(=O)=O)F)OCCCCC(=O)NCCCC=1C=2C3=C(C(N(C3=CC1)C1C(NC(CC1)=O)=O)=O)C=CC2 5-((6-(benzyloxy)-7-(1,1-dioxido-4-oxo-1,2,5-thiadiazolidin-2-yl)-8-fluoronaphthalen-2-yl)oxy)-N-(3-(1-(2,6-dioxopiperidin-3-yl)-2-oxo-1,2-dihydrobenzo[cd]indol-6-yl)propyl)pentanamide